3-((2S)-2-hydroxy-3-(8-(3-oxo-3,4-dihydro-2H-benzo[b][1,4]oxazin-6-ylsulfonyl)-1-oxa-8-azaspiro[4.5]decan-3-ylamino)propoxy)-N,N-dimethylbenzenesulfonamide O[C@H](COC=1C=C(C=CC1)S(=O)(=O)N(C)C)CNC1COC2(C1)CCN(CC2)S(=O)(=O)C2=CC1=C(OCC(N1)=O)C=C2